FC1=C(C(=CC=2CC[C@H](CC12)NCCCOC)O)N1CC(NS1(=O)=O)=O 5-{(7R)-1-fluoro-3-hydroxy-7-[(3-methoxypropyl)amino]-5,6,7,8-tetrahydronaphthalen-2-yl}-1λ6,2,5-thiadiazolidine-1,1,3-trione